ClC1=CC(=C(CO[C@@H]2CC[C@H](CC2)C(=O)NCC2=C(C(=C(C=C2)C(F)(F)F)C=2NC(C=C(N2)C)=O)F)C=C1)F trans-4-[(4-chloro-2-fluorobenzyl)oxy]-N-[2-fluoro-3-(4-methyl-6-oxo-1,6-dihydropyrimidin-2-yl)-4-(trifluoromethyl)benzyl]cyclohexane-1-carboxamide